O=C1N(C(C2=CC(=CC=C12)C(C(F)(F)F)(C(F)(F)F)C=1C=C2C(N(C(C2=CC1)=O)C)=O)=O)C1=CC=C(C=C1)OC1=CC=C(C=C1)C 5-(2-(1,3-dioxo-2-(4-(p-tolyloxy)phenyl)isoindolin-5-yl)-1,1,1,3,3,3-hexafluoropropan-2-yl)-2-methylisoindoline-1,3-dione